nicotinamide acrylic acid salt C(C=C)(=O)O.C(C1=CN=CC=C1)(=O)N